4-phenyl-2,6-bis(4-aminophenyl)pyridine C1(=CC=CC=C1)C1=CC(=NC(=C1)C1=CC=C(C=C1)N)C1=CC=C(C=C1)N